IC(C(=O)[O-])C L-2-iodopropionate